ClC=1C(=CC=C2N=CC(=NC12)C=1C=NN(C1)C1CCN(CC1)C=1C=NC=C(C1)F)OC1=CC2=C(N=C(N2)C)C=C1 8-chloro-2-[1-[1-(5-fluoro-3-pyridyl)-4-piperidyl]pyrazol-4-yl]-7-[(2-methyl-3H-benzimidazol-5-yl)oxy]quinoxaline